COC1=C(C=CC=C1)NC=1N=CC2=C(N1)N(C(C=C2NC(C=C)=O)=O)C2=CC=CC=C2 N-(2-((2-Methoxyphenyl)amino)-7-oxo-8-phenyl-7,8-dihydropyrido[2,3-d]pyrimidin-5-yl)acrylamide